5-oxo-1-[(thiophen-3-yl)methyl]Pyrrolidine-3-carboxylic acid O=C1CC(CN1CC1=CSC=C1)C(=O)O